2-(hydroxymethyl)phenol mono(2,2,2-triphenylacetate) C1(=CC=CC=C1)C(C(=O)OC1=C(C=CC=C1)CO)(C1=CC=CC=C1)C1=CC=CC=C1